NC1=C(C(=CC(=C1)Br)C(F)(F)F)NC1CN(C1)C(=O)OC(C)(C)C tert-butyl 3-((2-amino-4-bromo-6-(trifluoromethyl)phenyl)amino)azetidine-1-carboxylate